NC=1C(=CC=CC1)C.C1(=CC=CC=C1)S(=O)O benzenesulfinic acid toluidine salt